COC(=O)C1=NN(C(=C1)[N+](=O)[O-])COCC[Si](C)(C)C.C(CCC)C1(CCC(CC1)CC(CCCCC)CCC)CCCC di(n-butyl)(2-propylheptyl)cyclohexane methyl-5-nitro-1-((2-(trimethylsilyl)ethoxy)methyl)-1H-pyrazole-3-carboxylate